ClC=1C=C(C=CC1C)C=1CCCC2=C(C1C1=CC=C(C=C1)CC1CN(C1)CCCF)C=CC=C2 8-(3-Chloro-4-methylphenyl)-9-(4-((1-(3-fluoropropyl)azetidin-3-yl)methyl)phenyl)-6,7-dihydro-5H-benzo[7]annulen